CC(C(=O)N[C@H]1C[C@H](N(C1)C=1C2=C(N=C(N1)C(F)(F)F)C1=C(O2)C=CC=C1)C(=O)O)(C)C=1C=NNC1 (2S,4S)-4-(2-methyl-2-(1H-pyrazol-4-yl)propanamido)-1-(2-(trifluoromethyl)benzofuro[3,2-d]pyrimidin-4-yl)pyrrolidine-2-carboxylic acid